2,4-dichlorophenyl 4-nitrophenyl ether [N+](=O)([O-])C1=CC=C(C=C1)OC1=C(C=C(C=C1)Cl)Cl